C=NC([O-])=O Methylencarbamat